(4Z,7Z,10Z,13Z,16Z,19Z)-Docosa-4,7,10,13,16,19-hexaenoic acid (S)-1-{(S)-1-[(S)-1-((S)-1-carboxy-ethoxycarbonyl)-ethoxycarbonyl]-ethoxycarbonyl}-ethyl ester C(=O)(O)[C@H](C)OC(=O)[C@H](C)OC(=O)[C@H](C)OC(=O)[C@H](C)OC(CC\C=C/C\C=C/C\C=C/C\C=C/C\C=C/C\C=C/CC)=O